allyl (S)-3-(2-((R)-2-((R)-3-(benzyloxy)-2-(methylamino)propanamido)-3-phenylpropoxy)-1-naphthamido)-4-((3-methoxyphenethyl)amino)-4-oxobutanoate hydrochloride Cl.C(C1=CC=CC=C1)OC[C@H](C(=O)N[C@@H](COC1=C(C2=CC=CC=C2C=C1)C(=O)N[C@@H](CC(=O)OCC=C)C(=O)NCCC1=CC(=CC=C1)OC)CC1=CC=CC=C1)NC